NCCCNCCCNCCCNCC(=O)N(CCCCCCCCCCCCCCCCCC)CCCCCCCCCCCCCCCCCC 2-{3-[3-(3-aminopropylamino)propylamino]propylamino}-N,N-dioctadecyl-acetamide